bis((isobutyryloxy) methyl) 2-((((((2S,5R)-2-carbamoyl-7-oxo-1,6-diazabicyclo[3.2.1]octane-6-yl) oxy) sulfonyl) oxy) methyl)-2-methylmalonate C(N)(=O)[C@H]1N2C(N([C@H](CC1)C2)OS(=O)(=O)OCC(C(=O)OCOC(C(C)C)=O)(C(=O)OCOC(C(C)C)=O)C)=O